CN(CCCC(=O)OCCN(CCCCCCCC(=O)OC(CCCCCCCC)CCCCCCCC)CCCCCC(=O)OCCCCCCCCC(C)C)C heptadecan-9-yl 8-((2-((4-(dimethylamino)butanoyl)oxy)ethyl)(6-((9-methyldecyl)oxy)-6-oxohexyl)amino)octanoate